(pyridin-4-yl)thieno[3,2-b]pyridine N1=CC=C(C=C1)C1=CC2=NC=CC=C2S1